ANTI-BIOTIN OC(=O)CCCC[C@@H]1SC[C@@H]2NC(=O)N[C@H]12